N1=CC=C(C=C1)N(CCCCCCC(C(=O)[O-])(CCCCCCCC)CCCCCC)CCCCCCC(C(=O)[O-])(CCCCCCCC)CCCCCC (pyridin-4-ylazanediyl)bis(hexane-6,1-diyl)bis(2-hexyldecanoate)